IC=1C=C(C=CC1)CN(C)C (3-iodophenyl)-N,N-dimethylmethylamine